rac-dimethylsilylbis(2-methyl-indenyl)zirconium dichloride [Cl-].[Cl-].C[SiH](C)[Zr+2](C1C(=CC2=CC=CC=C12)C)C1C(=CC2=CC=CC=C12)C